tert-butyl ((6-cyclopropylimidazo[1,2-a]pyridin-2-yl)methyl)(6-((phenoxycarbonyl)amino)pyrimidin-4-yl)carbamate C1(CC1)C=1C=CC=2N(C1)C=C(N2)CN(C(OC(C)(C)C)=O)C2=NC=NC(=C2)NC(=O)OC2=CC=CC=C2